C12C3C(C4C2C4C31)N tetracyclo[3.2.0.02,7.04,6]heptane-3-amine